C(#N)C1CC2(C1)CC(N(CC2)CC2=C1C=CNC1=C(C=C2OC)C)C2=CC=C(C(=O)NCC=1C(NC=CC1)=O)C=C2 4-(2-cyano-7-((5-methoxy-7-methyl-1H-indol-4-yl)methyl)-7-azaspiro[3.5]nonan-6-yl)-N-((2-oxo-1,2-dihydropyridin-3-yl)methyl)benzamide